The molecule is a 1-acyl-sn-glycero-3-phospho-1D-myo-inositol in which the acyl group is specified as hexadecanoyl (palmitoyl). It has a role as a human metabolite. It is a conjugate acid of a 1-hexadecanoyl-sn--glycero-3-phospho-D-myo-inositol(1-). CCCCCCCCCCCCCCCC(=O)OC[C@H](COP(=O)(O)OC1[C@@H]([C@H](C([C@H]([C@H]1O)O)O)O)O)O